2-aminoethyl-(trihexadecyloxysilane) NCC[Si](OCCCCCCCCCCCCCCCC)(OCCCCCCCCCCCCCCCC)OCCCCCCCCCCCCCCCC